di(tridecyl) monophenyl phosphite P(OCCCCCCCCCCCCC)(OCCCCCCCCCCCCC)OC1=CC=CC=C1